C(C)(C)(C)OC(C[C@@H]1OC(O[C@@H](C1)CCN)(C)C)=O (4R-cis)-2,2-dimethyl-6-(2-aminoethyl)-1,3-dioxane-4-acetic acid tert-butyl ester